C(C)(C)(C)N1C(=NC2=C1C=C(C=C2F)C#N)NC(CC(C)(C)C)=O N-(1-(tert-butyl)-6-cyano-4-fluoro-1H-benzo[d]imidazol-2-yl)-3,3-dimethylbutyramide